C1(CC1)C(=O)N1CCN(CC1)C(=O)C=1C=NC2=CC=C(C=C2C1N1CCC(CC1)(C)C)OC (4-(cyclopropanecarbonyl)piperazin-1-yl)(4-(4,4-dimethylpiperidin-1-yl)-6-methoxyquinolin-3-yl)methanone